N-[4-[[3-[(3-methyl-2-nitro-imidazol-4-yl)methoxy]-7-morpholino-1,6-naphthyridin-5-yl]oxy]cyclohexyl]-5-(2-morpholinoethoxy)pyrimidin-2-amine CN1C(=NC=C1COC=1C=NC2=CC(=NC(=C2C1)OC1CCC(CC1)NC1=NC=C(C=N1)OCCN1CCOCC1)N1CCOCC1)[N+](=O)[O-]